CC(C)C(CC(=O)O)CCC(=O)O 3-(1-methyl-ethyl)-adipic acid